4-(4-{[(tert-butoxy)carbonyl]Amino}-4-methylpiperidin-1-yl)-7-(2,3-dichlorophenyl)-6-methylpyrazolo[1,5-a]Pyrazine-2-carboxylic acid ethyl ester C(C)OC(=O)C1=NN2C(C(=NC(=C2C2=C(C(=CC=C2)Cl)Cl)C)N2CCC(CC2)(C)NC(=O)OC(C)(C)C)=C1